NC=1N=C(SC1C(=O)C=1C=NC(=CC1)N1CCC(CC1)(C)C#N)N(C1=CC=C(C=C1)F)C(C(=O)N)C (N-[4-amino-5-[6-(4-cyano-4-methyl-1-piperidyl)pyridine-3-carbonyl]thiazol-2-yl]-4-fluoro-anilino)propanamide